ClC=1C(=C(C(=C(C1)C=1C(CC(NN1)=O)C)F)C)OC 6-(5-chloro-2-fluoro-4-methoxy-3-methylphenyl)-5-methyl-4,5-dihydro-2H-pyridazin-3-one